(E)-3-(2-hydroxyphenyl)-1-(4-methylphenyl)-2-propen-1-one OC1=C(C=CC=C1)/C=C/C(=O)C1=CC=C(C=C1)C